[N+](=O)([O-])C1=CC=C(C=C1)S(=O)(=O)O.FC=1C=C(C=CC1)C=1C=C2C(=NC1)C(NS2(=O)C)=N 6-(3-fluorophenyl)-1-methyl-1-oxo-isothiazolo[4,5-b]pyridin-3-imine 4-nitrobenzenesulfonic acid salt